COC1=CC=C(C=C1)N1N=C(NC1=O)C1CN(CC1)C(=O)OC(C)(C)C tert-butyl 3-(1-(4-methoxyphenyl)-5-oxo-4,5-dihydro-1H-1,2,4-triazol-3-yl)pyrrolidine-1-carboxylate